C(#N)[C@H]1N(CC(C1)(F)F)C(CNC(=O)C1=CC=NC2=CC=C(C=C12)OCCCN1CCN(CC1)C(=O)OC(C)(C)C)=O (S)-N-(2-(2-cyano-4,4-difluoropyrrolidin-1-yl)-2-oxoethyl)-6-(3-(4-tert-butoxycarbonyl-piperazin-1-yl)-1-propoxy)quinoline-4-carboxamide